1,3,5-oxadiazin-4-thione O1C=NC(N=C1)=S